(Z)-N-(furan-2-ylmethyl)-2-(1-(4-hydroxy-3,5-dimethoxybenzylidene)-5,6-dimethoxy-2-methyl-1H-inden-3-yl)acetamide O1C(=CC=C1)CNC(CC1=C(/C(/C2=CC(=C(C=C12)OC)OC)=C/C1=CC(=C(C(=C1)OC)O)OC)C)=O